(3-(4-methoxyphenyl)-5-(trifluoromethyl)isothiazol-4-yl)(phenyl)methane 2-(vinyloxy)ethyl-1-adamantanecarboxylate ethyl-5-amino-1-(2-(tert-butoxy)-2-oxoethyl)-1H-pyrazole-4-carboxylate C(C)OC(=O)C=1C=NN(C1N)CC(=O)OC(C)(C)C.C(=C)OCCOC(=O)C12CC3CC(CC(C1)C3)C2.COC2=CC=C(C=C2)C2=NSC(=C2CC2=CC=CC=C2)C(F)(F)F